[2-([[4-(2-methylpropyloxy)phenyl]methyl]amino)pyrimidin-4-yl]piperazine-1-carboxylic acid tert-butyl ester C(C)(C)(C)OC(=O)N1C(CNCC1)C1=NC(=NC=C1)NCC1=CC=C(C=C1)OCC(C)C